3-((2S)-3-(8-(2-fluoro-5-methylphenylsulfonyl)-1-oxa-8-azaspiro[4.5]decan-3-ylamino)-2-hydroxypropoxy)-N,N-dimethylbenzenesulfonamide FC1=C(C=C(C=C1)C)S(=O)(=O)N1CCC2(CC(CO2)NC[C@@H](COC=2C=C(C=CC2)S(=O)(=O)N(C)C)O)CC1